1-(2-(Difluoromethyl)pyridin-4-yl)azetidin-3-yl 4-(azetidin-1-yl)-2-methyl-5,7-dihydro-6H-pyrrolo[3,4-d]pyrimidine-6-carboxylate N1(CCC1)C=1C2=C(N=C(N1)C)CN(C2)C(=O)OC2CN(C2)C2=CC(=NC=C2)C(F)F